C1=CC=CC=2OC3=C(C21)C=C2C=CC=C(C2=C3)C=3C2=CC=CC=C2C(=C2C=CC=CC32)C3=CC=CC2=CC=CC=C32 9-(benzo[b]naphtho[2,3-d]furan-7-yl)-10-(1-naphthyl)anthracene